Biotin-d4 OC(=O)C(C(CC[C@@H]1SC[C@@H]2NC(=O)N[C@H]12)([2H])[2H])([2H])[2H]